2-((5-(tert-butyl)-7-(3,3-difluoropyrrolidin-1-yl)-3H-[1,2,3]triazolo[4,5-b]pyridin-3-yl)methyl)benzenethiol C(C)(C)(C)C1=CC(=C2C(=N1)N(N=N2)CC2=C(C=CC=C2)S)N2CC(CC2)(F)F